C(C=1C(C(=O)[O-])=CC=CC1)(=O)OCC(CCCOC(C=C)=O)O acryloyloxyethyl-2-Hydroxypropyl phthalate